COC([C@H](CC1=CC=C(C=C1)I(OC(C)=O)OC(C)=O)NC(=O)OCC)=O (S)-2-((ethoxycarbonyl)amino)-3-(4-(diacetoxyiodo)phenyl)propanoic acid methyl ester